C(C)(C)(C)OC(=O)N1CC(N(C(C1)=O)C1=CC=C2C(=NN(C2=C1)C)C=1C(=NC(=CC1)OCC1=CC=CC=C1)OCC1=CC=CC=C1)C 4-(3-(2,6-bis(benzyloxy)pyridin-3-yl)-1-methyl-1H-indazol-6-yl)-3-methyl-5-oxopiperazine-1-carboxylic acid tert-butyl ester